FC1=C(C=CC=C1)NC=1N=CC2=C(N1)N1C(=NCCC1)C(=C2)C2=C1C=CNC1=CC=C2 N-(2-fluorophenyl)-6-(1H-indol-4-yl)-9,10-dihydro-8H-pyrido[1,6-a:2,3-d']dipyrimidin-2-amine